6-((4-((tert-Butyldiphenylsilyl)oxy)butyl)amino)-9-(2-(((1R*,2R*)-2-((3-cyclohexyl-propanoyl)oxy)cyclohexyl)thio)ethyl)-3-pentyltetradecyl 3-cyclohexylpropanoate C1(CCCCC1)CCC(=O)OCCC(CCC(CCC(CCCCC)CCS[C@H]1[C@@H](CCCC1)OC(CCC1CCCCC1)=O)NCCCCO[Si](C1=CC=CC=C1)(C1=CC=CC=C1)C(C)(C)C)CCCCC |o1:28,29|